C(C)C(CO)(CCCC)COCC(CO)(C)C 2-ethyl-2-((3-hydroxy-2,2-dimethylpropoxy)methyl)hexane-1-ol